N-[2-(phenylsulfonyloxy)phenyl]-N'-[3-(phenylsulfonyloxy)phenyl]urea C1(=CC=CC=C1)S(=O)(=O)OC1=C(C=CC=C1)NC(=O)NC1=CC(=CC=C1)OS(=O)(=O)C1=CC=CC=C1